C(=O)O.FC1=C2C=CN=NC2=CC=C1 5-fluorocinnoline formate